N[C@@H]1CC=2C(=CC(=NC2CC1)N1CCN(CC1)C(=O)OC(C)(C)C)F Tert-Butyl 4-[(6S)-6-amino-4-fluoro-5,6,7,8-tetrahydroquinolin-2-yl]piperazine-1-carboxylate